6-({[2-chloro-5-(3-hydroxy-3-methylbutyl)phenyl]carbonyl}amino)-N-(3-chloro-2-methylphenyl)-2-(methoxymethyl)-1H-benzimidazole-4-carboxamide ClC1=C(C=C(C=C1)CCC(C)(C)O)C(=O)NC=1C=C(C2=C(NC(=N2)COC)C1)C(=O)NC1=C(C(=CC=C1)Cl)C